C(CCCCCCCCCCCCCCCC)C=1NC=CN1 2-Heptadecylimidazol